2-(2-((7-(3-(aminomethyl)phenyl)benzofuran-5-yl)methoxy)-4-((isopropoxycarbonylamino)methyl)phenyl)acetic acid NCC=1C=C(C=CC1)C1=CC(=CC=2C=COC21)COC2=C(C=CC(=C2)CNC(=O)OC(C)C)CC(=O)O